BrC=1C=C2C(=NNC(C2=CC1)=O)F 6-bromo-4-fluorophthalazin-1(2H)-one